S1C(=NC2=C1C=CC=C2)NC2=C(C=C(N=N2)N(C=2SC=C(N2)C(=O)OCC)C)C2CC2 1-ethyl 2-({6-[(1,3-benzothiazol-2-yl) amino]-5-cyclopropylpyridazin-3-yl} (methyl) amino)-1,3-thiazole-4-carboxylate